N1C=CC2=CC(=CC=C12)C1=CNC2=NC=C(C=C21)C2=CC=C(C=C2)CN2CC(C2)OC 3-(1H-indol-5-yl)-5-(4-((3-methoxyazetidin-1-yl)methyl)phenyl)-1H-pyrrolo[2,3-b]pyridine